(R)-2-((N-ethylsulfamoyl)amino)-N-(1-(8-ethynyl-1-oxo-2-phenyl-1,2,4,5-tetrahydrocyclopenta[de]isoquinolin-3-yl)ethyl)pyrazolo[1,5-a]pyrimidine-3-carboxamide C(C)NS(=O)(=O)NC1=NN2C(N=CC=C2)=C1C(=O)N[C@H](C)C=1N(C(C=2C(=CC=C3C2C1CC3)C#C)=O)C3=CC=CC=C3